ClC1=CC=C(C=C1)C1(NCCC2=C1NC1=CC=CC=C21)C(=O)N 4-chlorophenyl-2,3,4,9-tetrahydro-1H-pyrido[3,4-b]indole-1-carboxamide